C(C)(C)(C)C1=NC(=NO1)C1=C(C=C(C=C1)C(=O)N1CCN(CC1)C=1OC=2C(=NC(=CC2)Cl)N1)Cl [4-(5-tert-butyl-1,2,4-oxadiazol-3-yl)-3-chloro-phenyl]-[4-(5-chlorooxazolo[4,5-b]pyridin-2-yl)piperazin-1-yl]methanone